BrC1=CC=C(C=N1)[C@H](C)N (S)-1-(6-bromopyridin-3-yl)ethan-1-amine